1-(pentan-3-yl)-1H-pyrazol CCC(CC)N1N=CC=C1